ornithine tartrate C(=O)(O)C(O)C(O)C(=O)O.N[C@@H](CCCN)C(=O)O